FC1=C(OC2=C3C(=NC=C2)N(C=C3C3=C(SC=C3)C)COCC[Si](C)(C)C)C(=CC(=C1)[N+](=O)[O-])F 4-(2,6-difluoro-4-nitrophenoxy)-3-(2-methyl-3-thienyl)-1-{[2-(trimethylsilyl)ethoxy]methyl}-1H-pyrrolo[2,3-b]pyridine